FC=1C=C(C=C(C1)C1=NNC2=NC=C(C=C21)C2=CC(=CC=C2)S(=O)(=O)C)NC(=O)NC2=CC(=CC=C2)C(F)(F)F 1-(3-fluoro-5-(5-(3-(methylsulfonyl)phenyl)-1H-pyrazolo[3,4-b]pyridin-3-yl)phenyl)-3-(3-(trifluoromethyl)phenyl)urea